6-bromo-1-ethylindole-2,3-dione BrC1=CC=C2C(C(N(C2=C1)CC)=O)=O